4-methyl-2-[4-(4-methylpiperazin-1-yl)-6-[4-(1H-tetrazol-5-yl)benzylamino]pyrimidin-2-ylamino]thiazole-5-carboxylic acid ethyl ester C(C)OC(=O)C1=C(N=C(S1)NC1=NC(=CC(=N1)N1CCN(CC1)C)NCC1=CC=C(C=C1)C1=NN=NN1)C